2,2-dimethyl-1-(1,3,4,5-tetrahydro-2H-1,4-methanobenzo[c]azepin-2-yl)propan-1-one CC(C(=O)N1C2C3=C(CC(C1)C2)C=CC=C3)(C)C